NC1=CC=2C(=C3C(=NC2C=C1F)C1=CC2=C(C(N1C3)=O)COC([C@]2(O)CC)=O)COC (S)-9-amino-4-ethyl-8-fluoro-4-hydroxy-11-(methoxymeth-yl)-1,12-dihydro-14H-pyrano-[3',4':6,7]indolizino[1,2-b]-quinoline-3,14(4H)-dione